(E)-(2-(3,7-dimethylocta-2,6-dien-1-yl)-3-hydroxy-5-(2-methyloctan-2-yl)phenoxy)methyl pivalate C(C(C)(C)C)(=O)OCOC1=C(C(=CC(=C1)C(C)(CCCCCC)C)O)C\C=C(\CCC=C(C)C)/C